ClC1=CC(=C(C(=O)N2C[C@H](N(CC2)C=2C(=NC(=CC2)C2=NC=CN=C2OCC)C(=O)N[C@H]2CN(CC2)C)CC)C=C1)C(F)(F)F 3-[(2R)-4-[4-chloro-2-(trifluoromethyl)benzoyl]-2-ethylpiperazin-1-yl]-6-(3-ethoxypyrazin-2-yl)-N-[(3R)-1-methylpyrrolidin-3-yl]pyridine-2-carboxamide